3-[4-(5-cyclopropylcarbamoyl-4-fluoro-2-methyl-phenyl)-pyrazol-1-yl]-7-methoxy-imidazo[1,2-a]pyridine-6-carboxylic acid dimethylamide CN(C(=O)C=1C(=CC=2N(C1)C(=CN2)N2N=CC(=C2)C2=C(C=C(C(=C2)C(NC2CC2)=O)F)C)OC)C